FC1(CN(CC[C@H]1NC1=NN2C(C(=N1)OC)=C(C(=C2)F)C=2C=CC1=C(N(N=N1)C(CF)CF)C2)CCOC)F (R)-N-(3,3-difluoro-1-(2-methoxyethyl)piperidin-4-yl)-5-(1-(1,3-difluoropropan-2-yl)-1H-benzo[d][1,2,3]triazol-6-yl)-6-fluoro-4-methoxypyrrolo[2,1-f][1,2,4]triazin-2-amine